5-chloro-2-ethylpyridin ClC=1C=CC(=NC1)CC